FC=1C(=C(C2=C(OCCO2)C1)C#N)C=1N(N=CC1I)C 7-fluoro-6-(4-iodo-2-methyl-pyrazol-3-yl)-2,3-dihydro-1,4-benzodioxine-5-carbonitrile